NC1=NC=CC2=CC=C(C=C12)C=1C=C(C=CC1C)C#C[C@@]1(CCC=2C1=NC=CC2)O (R)-7-[2-[3-(1-Amino-7-isoquinolyl)-4-methyl-phenyl]ethynyl]-5,6-dihydrocyclopenta[b]pyridin-7-ol